ON(CCC1=CNC2=CC=CC=C12)CCC hydroxy-N-propyltryptamine